Eicosapentaenic acid C(C=CC=CC=CC=CC=CCCCCCCCCC)(=O)O